CC(C(CN)N1CCN(CC1)C)C 3-methyl-2-(4-methylpiperazin-1-yl)butan-1-amine